C(C)(C)N(C(=O)C=1NC(C=CC1)=O)C1=CC=CC=C1 N-isopropyl-6-oxo-N-phenyl-1,6-dihydropyridine-2-carboxamide